3,5-bis(trifluoromethyl)phenyl-pyrrole FC(C=1C=C(C=C(C1)C(F)(F)F)C=1NC=CC1)(F)F